ClC1=CC=C(C=C1)C1=C(N=C(N1)C1=CC(=C(NCC2=CC(=CC=C2)F)C=C1F)F)C 4-(5-(4-chlorophenyl)-4-methyl-1H-imidazol-2-yl)-2,5-difluoro-N-(3-fluorobenzyl)aniline